ClC=1C=C2C(=C(NC2=CC1)C(=O)O)CC(=O)NC1=C(C=CC=C1)CC 5-chloro-3-[2-(2-ethylanilino)-2-oxoethyl]-1H-indole-2-carboxylic acid